Cl.CN(CCCN=C=NCC)C N-(3-dimethylaminopropyl)-N'-ethyl-carbodiimide hydrochloride